6-fluoroindoline-1-carboxamide FC1=CC=C2CCN(C2=C1)C(=O)N